ClC1=CC=C(C(=N1)C#N)N[C@H](C)C1=CC(=CC=2C=3N(C(=NC12)N1CCOCC1)C=C(N3)C(F)(F)F)C (R)-6-chloro-3-((1-(9-methyl-5-morpholino-2-(trifluoromethyl)imidazo[1,2-c]quinazolin-7-yl)ethyl)amino)picolinonitrile